FC(C(=O)O)(F)F.CNC(CCN1N=CC(=C1)C1=CC(=NC=C1)C=1NC(=CN1)C1=CC=CC=C1)=O N-Methyl-3-(4-(2-(5-phenyl-1H-imidazol-2-yl)pyridin-4-yl)-1H-pyrazol-1-yl)propanamide trifluoroacetate salt